S1C(=NC2=C1C=CC=C2)NC(=O)C=2C=CC=C1CCN(CC21)C2=CC=C(C(=N2)C(=O)O)C2=C(C(=NC=C2)OC2CCCCC2)C 6-[8-(1,3-benzothiazol-2-ylcarbamoyl)-3,4-dihydroisoquinolin-2(1H)-yl]-2'-(cyclohexyloxy)-3'-methyl-3,4'-bipyridine-2-carboxylic acid